C1CNCCC1N2C=NC(=C2C3=NC(=NC=C3)OC4=CC=C(C=C4)C5=CC=CC=C5)C6=CC=C(C=C6)F The molecule is a piperidinylimidazole that is 1H-imidazole carrying a piperidin-4-yl group, 4-fluorophenyl group and a 2-([biphenyl]-4-yloxy)pyrimidin-4-yl group at positions 1, 4 and 5 respectively. It is a potent inhibitor of p38alpha mitogen-activated protein kinase. It has a role as an EC 2.7.11.24 (mitogen-activated protein kinase) inhibitor. It is a member of monofluorobenzenes, a piperidinylimidazole, an aryloxypyrimidine and a member of biphenyls.